7-[(2R)-1,4-dioxan-2-ylmethyl]-3-[(3-fluoro-2-methoxyphenyl)amino]-2-(pyrimidin-4-yl)-1H,5H,6H,7H-pyrrolo[3,2-c]pyridin-4-one O1[C@@H](COCC1)CC1C2=C(C(NC1)=O)C(=C(N2)C2=NC=NC=C2)NC2=C(C(=CC=C2)F)OC